OC1=C2CN(C(C2=CC=C1)=O)[C@@H]1C(NC(CC1)=O)=O (S)-3-(4-hydroxy-1-oxoisoindolin-2-yl)piperidine-2,6-dione